IC1=NN(C=2C1=NC=C(C2)C(=O)NC2(CS(C2)(=O)=O)C)C(C)C 3-iodo-1-isopropyl-N-(3-methyl-1,1-dioxidothietan-3-yl)-1H-pyrazolo[4,3-b]pyridine-6-carboxamide